OC1=CC=C(C=C1)C1(CC1)NC(C=C)=O N-(1-(4-hydroxyphenyl)cyclopropyl)acrylamide